NC1=NC=C(C=C1O[C@H](C)C=1C=C(C=CC1F)NC(C1=CC(=CC=C1)S(=O)(=O)C)=O)Cl (R)-N-(3-(1-((2-Amino-5-chloropyridin-3-yl)oxy)ethyl)-4-fluorophenyl)-3-(methylsulfonyl)benzamid